(R,E)-2-(1,1-difluoroethyl)-N-(1-(difluoromethoxy)-4-(methylsulfonyl)but-3-en-2-yl)-4-phenoxypyrimidine-5-carboxamide FC(C)(F)C1=NC=C(C(=N1)OC1=CC=CC=C1)C(=O)N[C@@H](COC(F)F)\C=C\S(=O)(=O)C